N1CCC(CC1)CCCC1CCNCC1 1,3-di-4-piperidylpropane